C1(CCCCC1)C(NC1=CC=C(C=C1)NC1=CC=CC=C1)C1CCCCC1 N-dicyclohexylmethyl-N'-phenyl-1,4-phenylenediamine